IC1=C(C(=O)OC)C=CC(=C1OC)OC1CC(C1)NC(=O)OC(C)(C)C methyl 2-iodo-3-methoxy-4-[(1r,3r)-3-[(tert-butoxycarbonyl)amino]cyclobutoxy]benzoate